COC(=O)N1[C@@H](CCC1)C(=O)C1C(C2=CC=C(C=C2C1=O)C(=O)C=1C=C2C(C(C(C2=CC1)=O)C(=O)[C@H]1N(CCC1)C(=O)OC)=O)=O methyl (2S)-2-(5-{2-[(2S)-1-(methoxycarbonyl)pyrrolidine-2-carbonyl]-1,3-dioxo-2,3-dihydro-1H-indene-5-carbonyl}-1,3-dioxo-2,3-dihydro-1H-indene-2-carbonyl)pyrrolidine-1-carboxylate